3-((2-(6-ethoxypyridin-3-yl)-8-methoxy-2,3-dihydrobenzo[b][1,4]dioxin-6-yl)methyl)-1H-pyrrolo[2,3-b]pyridine C(C)OC1=CC=C(C=N1)C1COC2=C(O1)C(=CC(=C2)CC2=CNC1=NC=CC=C12)OC